O(C1=CC=C(C=C1)C=1SC=C(N1)C(=O)OC)C1=CC=C(C=C1)C=1SC=C(N1)C(=O)OC dimethyl 2,2'-[oxybis(4,1-phenylene)]bis(thiazole-4-carboxylate)